COC(=CCO)OC dimethoxyallyl alcohol